ClC=1C=C(C=C(C1)Cl)N1CCN(CC1)S(=O)(=O)C1=CC=C(N)C=C1 4-((4-(3,5-dichlorophenyl)piperazin-1-yl)sulfonyl)aniline